C(CCC)C1=NC2=C(N1)C=C(C=C2)Cl 2-butyl-6-chloro-1H-benzo[d]imidazole